CCCCCC/C=C\\CCCCCCCC(=O)OC[C@H](COP(=O)([O-])[O-])OC(=O)CCCCCCC/C=C\\CCCCCC The molecule is a 1,2-diacyl-sn-glycerol 3-phosphate(2-) obtained by deprotonation of the phosphate OH groups of 1,2-di-[(9Z)-hexadecenoyl]-sn-glycero-3-phosphate It is a conjugate base of a 1,2-di-[(9Z)-hexadecenoyl]-sn-glycero-3-phosphate.